5-amino-2-(1-methyl-1,2,3,6-tetrahydropyridin-4-yl)-N-(2-(trifluoromethyl)benzyl)thiazole-4-carboxamide Tert-butyl-7-formyl-4-azaspiro[2.5]octane-4-carboxylate C(C)(C)(C)OC(=O)N1C2(CC2)CC(CC1)C=O.NC1=C(N=C(S1)C=1CCN(CC1)C)C(=O)NCC1=C(C=CC=C1)C(F)(F)F